racemic-tert-butyl (6-(pyridin-2-yl)-1,3,4,5-tetrahydrobenzo[c]oxepin-1-yl)methylcarbamate N1=C(C=CC=C1)C1=CC=CC=2[C@@H](OCCCC21)CNC(OC(C)(C)C)=O |r|